FC=1C=CC=C2C(=CN(C12)C(=O)OC(C)(C)C)B1OC(C(O1)(C)C)(C)C tert-butyl 7-fluoro-3-(4,4,5,5-tetramethyl-1,3,2-dioxaborolan-2-yl)-1H-indole-1-carboxylate